C[N+]1(CCCC1)CS(=O)(=O)[N-]CC(F)(F)F (((1-methylpyrrolidin-1-ium-1-yl)methyl)sulfonyl)(2,2,2-trifluoroethyl)amide